(7R,14R)-1-(difluoromethoxy)-11-[6-(S-methylsulfonimidoyl)pyridin-3-yl]-6,7-dihydro-7,14-methanobenzimidazo[1,2-b][2,5]benzodiazocin-5(14H)-one FC(OC1=CC=CC=2C(N[C@H]3C=4N([C@@H](C21)C3)C3=C(N4)C=CC(=C3)C=3C=NC(=CC3)S(=O)(=N)C)=O)F